CC1=NN(C(C1C(=O)NC1=CC(=CC=C1)C1=NC=CN=C1)=O)C1=CC=NC=C1 3-methyl-5-oxo-N-(3-(pyrazin-2-yl)phenyl)-1-(pyridin-4-yl)-4,5-dihydro-1H-pyrazole-4-carboxamide